3-bromo-1-chloro-2-cyclopropoxy-4,5-dimethylbenzene BrC=1C(=C(C=C(C1C)C)Cl)OC1CC1